tert-butyl 4-(5-(2,5-dichloropyrimidin-4-yl)thiazol-2-yl)-3-methylpiperidine-1-carboxylate ClC1=NC=C(C(=N1)C1=CN=C(S1)C1C(CN(CC1)C(=O)OC(C)(C)C)C)Cl